C(C)(C)N1C[C@H](CC1=O)C(=O)O |o1:5| (S)- or (R)-1-Isopropyl-5-oxo-pyrrolidine-3-carboxylic acid